FC(C1=C(C(=CC(=C1)C(F)(F)F)C(F)(F)F)SSC=1C(C2=CC3=CC=CC=C3C2=CC1)=O)(F)F 2,4,6-tris(trifluoromethyl)phenyldithiofluorenone